C1(CC1)N(C1=C(C(=NC=N1)NCC1=CC=C(C=C1)CC(=O)N)F)CC1=CC(=CC=C1)C(F)(F)F 2-[4-[[[6-[cyclopropyl-[[3-(trifluoromethyl)phenyl]methyl]amino]-5-fluoro-pyrimidin-4-yl]amino]methyl]phenyl]acetamide